(S)-(2-fluorophenyl)(Hydroxy)formazan FC1=C(C=CC=C1)C(N=NO)=NN